C(C)(C)(C)N(C(O)=O)CC1=CC(=NN1[C@@H]1C[C@H](C1)OCC1=CC=CC=C1)C(N(C)C)=O.CC=1C=C(CN2N=NC(=C2)CC(C(=O)N)=CC2=CC=CC=C2)C=CC1 ((1-(3-methylbenzyl)-1H-1,2,3-triazol-4-yl)methyl)cinnamamide tert-butyl-((1-(trans-3-(benzyloxy)cyclobutyl)-3-(dimethylcarbamoyl)-1H-pyrazol-5-yl)methyl)carbamate